BrC=1C=C(SC1)C(CNC1CCC(CC1)NC(OC(C)(C)C)=O)C1=CC=CC=C1 tert-butyl ((1r,4r)-4-((2-(4-bromothiophen-2-yl)-2-phenylethyl)amino)cyclohexyl)carbamate